6-methoxy-5-(2-(methylamino)propan-2-yl)pyrazin COC1=C(N=CC=N1)C(C)(C)NC